COC(C1=C(C=CC(=C1)Br)NC(CCC(=O)OCC)=O)=O.COC1=CC=C(C=C1)C(CCCC)=O 1-(4-methoxyphenyl)pentan-1-one methyl-5-bromo-2-(4-ethoxy-4-oxobutanamido)benzoate